tripalmitic acid amide C(CCCCCCCCCCCCCCC)(=O)N.C(CCCCCCCCCCCCCCC)(=O)N.C(CCCCCCCCCCCCCCC)(=O)N